BrC=1C(=NNC1)C=1C=C(C=CC1)C1=NC(=C2N=CN(C2=N1)CC)C1=CC=NC=C1 2-(3-(4-bromo-1H-pyrazol-3-yl)phenyl)-9-ethyl-6-(pyridin-4-yl)-9H-purine